ClC1=C(C=CC(=C1)C(F)(F)F)NC(CN1C=2N(C(C(=C1CC)N1CCN(CC1)C(=O)OC(C)(C)C)=O)N=C(N2)OC2=CC=CC=C2)=O tert-butyl 4-(4-(2-((2-chloro-4-(trifluoromethyl)phenyl)amino)-2-oxoethyl)-5-ethyl-7-oxo-2-phenoxy-4,7-dihydro-[1,2,4]triazolo[1,5-a]pyrimidin-6-yl)piperazine-1-carboxylate